COCCOCCOCCOCCOCCOCCOCCOCCNC(=O)C1=C(OCCCC(=O)OC(C)(C)C)C(=CC(=C1)N1C(C=CC1=O)=O)C(NCCOCCOCCOCCOCCOCCOCCOCCOC)=O Tert-butyl 4-(2,6-bis((2,5,8,11,14,17,20,23-octaoxapentacosane-25-yl)carbamoyl)-4-(2,5-dioxo-2,5-dihydro-1H-pyrrol-1-yl)phenoxy)butanoate